BrC1=C(C=C(C(=O)N2CC=3N=C(N(C(C3C[C@H]2C)=O)C2=CC=C3C(=N2)N=CN3C)S(=O)C)C=C1)C(F)(F)F (6R)-7-(4-bromo-3-(trifluoromethyl)benzoyl)-6-methyl-3-(1-methyl-1H-imidazo[4,5-b]pyridin-5-yl)-2-(methylsulfinyl)-5,6,7,8-tetrahydropyrido[3,4-d]pyrimidin-4(3H)-one